((5-(2-(2,6-dioxopiperidin-3-yl)-1-oxoisoindolin-4-yl)pyridin-3-yl)methyl)picolinamide O=C1NC(CCC1N1C(C2=CC=CC(=C2C1)C=1C=C(C=NC1)CC=1C(=NC=CC1)C(=O)N)=O)=O